Cl.CN(CCCOC1=NN(C(=C1)C(=O)NC1=CC=C(C=C1)OC)CC1=CC=CC=C1)C 3-[3-(dimethylamino)propoxy]-N-(4-methoxyphenyl)-1-(phenylmethyl)-1H-pyrazole-5-carboxamide hydrochloride